(5R,8S)-1-amino-N-(3,4-dichlorophenyl)-6,7,8,9-tetrahydro-5H-5,8-epiminocyclohepta[c]-pyridine-10-carboxamide NC1=NC=CC2=C1C[C@@H]1CC[C@H]2N1C(=O)NC1=CC(=C(C=C1)Cl)Cl